2-(1-benzhydryl-azetidin-3-yl)-6-(piperidin-1-yl)-1,2,3,4-tetrahydroisoquinoline C(C1=CC=CC=C1)(C1=CC=CC=C1)N1CC(C1)N1CC2=CC=C(C=C2CC1)N1CCCCC1